6-(3-Amino-2-fluorophenyl)-5-{3-fluoro-4-[(4-methylpyrimidin-2-yl)oxy]phenyl}-7,8-dihydro-6H-Imidazo[2',3':5,1]pyrrolo[2,3-d]pyrimidin-4-amine NC=1C(=C(C=CC1)N1CCN2C1=C(C1=C2N=CN=C1N)C1=CC(=C(C=C1)OC1=NC=CC(=N1)C)F)F